(2RS)-2-amino-2-(5-fluoro-2-methoxyphenyl)-N-(thiazol-2-yl)acetamide hydrochloride Cl.N[C@@H](C(=O)NC=1SC=CN1)C1=C(C=CC(=C1)F)OC |r|